COC=1C=C(C(=O)N2CCO[C@H](CC2)C#CC2=C3CN(C(C3=CC=C2)=O)C2C(NC(CC2)=O)=O)C=CC1[N+](=O)[O-] 3-(4-{2-[(7R)-4-(3-methoxy-4-nitrobenzoyl)-1,4-oxazepan-7-yl]ethynyl}-1-oxo-3H-isoindol-2-yl)piperidine-2,6-dione